FC(C(=O)O)(F)F.C(#N)C1=CC(=C(C=C1)N1CCN(CC1)CC1=CC(=NC=C1)NC(=O)NCC)F 1-(4-((4-(4-cyano-2-fluorophenyl)piperazin-1-yl)methyl)pyridin-2-yl)-3-ethylurea trifluoroacetate